P(OC(CO)OP([O-])=O)([O-])=O hydroxyethylidene bisphosphonate